4-amino-7-chloro-1-methyl-1H-pyrazolo[4,3-c]quinoline-8-carboxylic acid NC1=NC=2C=C(C(=CC2C2=C1C=NN2C)C(=O)O)Cl